N[C@@H]1C2=CC(=CC=C2CC12CCN(CC2)C2=NC=1C(=NC=C(N1)SC1=C(C(=NC=C1)N)Cl)N2)O (S)-1-amino-1'-(5-((2-amino-3-chloropyridin-4-yl)thio)-1H-imidazo[4,5-b]pyrazin-2-yl)-1,3-dihydrospiro[indene-2,4'-piperidin]-6-ol